N1(CCOCC1)C1=CC=NC2=CC=C(C=C12)C1=CNC2=NC=C(C=C21)C(=O)N 3-[4-(morpholine-4-yl)quinoline-6-yl]-1H-pyrrolo[2,3-b]pyridine-5-carboxamide